6-methylene-8-(2-phenylpropan-2-yl)-3,8-diazabicyclo[3.2.1]octane-3-carboxylic acid tert-butyl ester C(C)(C)(C)OC(=O)N1CC2CC(C(C1)N2C(C)(C)C2=CC=CC=C2)=C